C(C)(C)C1=C(NC2=CC=C(C=C12)C1CCNCC1)C=1C=2N(C(=CC1)C)N=CN2 8-(3-isopropyl-5-(piperidin-4-yl)-1H-indol-2-yl)-5-methyl-[1,2,4]triazolo[1,5-a]pyridine